BrC=1C(=NC=C(C1)Cl)C=C bromo-5-chloro-2-vinylpyridine